tert-butyl N-[3-(4-[2-methyl-5-[(3S)-3-(2,2,2-trifluoroethyl)pyrrolidine-1-carbonylamino]phenyl]-6-(morpholin-4-yl)pyridin-2-yl)-3-azabicyclo[3.1.0]hexan-1-yl]carbamate CC1=C(C=C(C=C1)NC(=O)N1C[C@@H](CC1)CC(F)(F)F)C1=CC(=NC(=C1)N1CCOCC1)N1CC2(CC2C1)NC(OC(C)(C)C)=O